9-methyl-1-phenyl-2-(trifluoromethyl)-3H-cyclopenta[c]quinolin-3-one CC=1C=2C3=C(C=NC2C=CC1)C(C(=C3C3=CC=CC=C3)C(F)(F)F)=O